OC=1C(=NC=CC1OC)C(=O)N[C@H](C(=O)OC1C(CC1)(C=1C=C(C=CC1)C)C=1C=C(C=CC1)C)C [2,2-bis(m-tolyl) cyclobutyl] (2S)-2-[(3-hydroxy-4-methoxy-pyridine-2-carbonyl) amino]propanoate